4-((4-methoxybenzyl)amino)-2-methylpyrrolo[1,2-a]quinoxalin-8-carboxylic acid COC1=CC=C(CNC=2C=3N(C4=CC(=CC=C4N2)C(=O)O)C=C(C3)C)C=C1